The molecule is an N-acyl-L-amino acid that is the N-indole-3-acetyl derivative of L-leucine. It is a N-acyl-L-amino acid, a L-leucine derivative and a N-(indole-3-acetyl)leucine. CC(C)C[C@@H](C(=O)O)NC(=O)CC1=CNC2=CC=CC=C21